FC1(CC1)C1=NN(C(=C1C(F)(F)F)C(=O)NC1=CC(=CC=C1)S(=O)(=N)C)CC1C(C1)C(F)(F)F 3-(1-fluorocyclopropyl)-N-(3-(S-methylsulfonimidoyl)phenyl)-4-(trifluoromethyl)-1-((2-(trifluoromethyl)cyclopropyl)methyl)-1H-pyrazole-5-carboxamide